OC(=O)C(F)(F)F.ClC1=CC(=C(C=C1)C1(OC2=C(O1)C=CC=C2C=2CCNCC2)C)F 4-(2-(4-chloro-2-fluorophenyl)-2-methylbenzo[d][1,3]dioxol-4-yl)-1,2,3,6-tetrahydropyridine TFA salt